5-bromo-2-[4-(difluoromethyl)imidazol-1-yl]Benzonitrile BrC=1C=CC(=C(C#N)C1)N1C=NC(=C1)C(F)F